(6-morpholino-9-(tetrahydro-2H-pyran-2-yl)-2-(3-(m-tolyl)-1H-pyrazol-1-yl)-9H-purin-8-yl)methanol O1CCN(CC1)C1=C2N=C(N(C2=NC(=N1)N1N=C(C=C1)C=1C=C(C=CC1)C)C1OCCCC1)CO